(4-(4-methoxypyridin-2-yl)phenyl)methanol COC1=CC(=NC=C1)C1=CC=C(C=C1)CO